3-(4-(ethylsulfonamido)-3-((5-fluoropyridin-2-yl)methoxy)phenyl)-5-(pyridin-2-ylamino)-1H-pyrazole-4-carboxamide C(C)S(=O)(=O)NC1=C(C=C(C=C1)C1=NNC(=C1C(=O)N)NC1=NC=CC=C1)OCC1=NC=C(C=C1)F